1-[[(3-chloropyridin-2-yl)oxy]methyl]-2-azabicyclo[3.1.0]hexane ClC=1C(=NC=CC1)OCC12NCCC2C1